[4-tetrahydropyran-4-ylsulfonylmorpholin-2-yl]benzothiophene-2-carboxamide O1CCC(CC1)S(=O)(=O)N1CC(OCC1)C1=C(SC2=C1C=CC=C2)C(=O)N